3-[6,7-difluoro-1-(pyrimidin-5-ylmethyl)benzimidazol-2-yl]-4-methyl-1,2,5-oxadiazole FC=1C=CC2=C(N(C(=N2)C2=NON=C2C)CC=2C=NC=NC2)C1F